4-(3-trifluoromethyl-phenyl)thiosemicarbazide FC(C=1C=C(C=CC1)NC(NN)=S)(F)F